1-(tert-butyl) 2-methyl (2S,4S)-4-propylpyrrolidine-1,2-dicarboxylate C(CC)[C@H]1C[C@H](N(C1)C(=O)OC(C)(C)C)C(=O)OC